The molecule is a hexacosahexaenoate that is the conjugate base of (8Z,11Z,14Z,17Z,20Z,23Z)-hexacosahexaenoic acid, obtained by deprotonation of the carboxy group; major species at pH 7.3. It is a conjugate base of an (8Z,11Z,14Z,17Z,20Z,23Z)-hexacosahexaenoic acid. CC/C=C\\C/C=C\\C/C=C\\C/C=C\\C/C=C\\C/C=C\\CCCCCCC(=O)[O-]